N-(3-fluoro-4-((4-(trifluoromethyl)benzyl)amino)phenyl)dodecanamide FC=1C=C(C=CC1NCC1=CC=C(C=C1)C(F)(F)F)NC(CCCCCCCCCCC)=O